O1C(=CC=C1)C1=NC(=C(C=C1C(=O)C1=CC=CC=C1)C(=O)C1=CC=CC=C1)C=1OC=CC1 2,6-bis(furan-2-yl)pyridine-3,5-diyl-bis(phenyl-methanone)